(R)-1-(3-(3-methyl-1H-pyrazol-5-yl)-5-(3-methylmorpholino)isothiazolo[4,5-b]pyridin-7-yl)cyclohexane-1-carboxamide CC1=NNC(=C1)C1=NSC=2C1=NC(=CC2C2(CCCCC2)C(=O)N)N2[C@@H](COCC2)C